ClC1=C(C=CC(=C1)OC)C=1C=C2C(=NC1)NN=C2C(=O)C=2C(=C(C(=CC2)F)NS(=O)(=O)CCC)F N-(3-(5-(2-chloro-4-methoxyphenyl)-1H-pyrazolo[3,4-b]pyridine-3-carbonyl)-2,6-difluorophenyl)propane-1-sulfonamide